N-[4-(1-{[2-(methylsulfanyl)pyridin-3-yl]carbonyl}piperidin-4-yl)butyl]-1H-pyrrolo[3,2-c]pyridine-2-carboxamide CSC1=NC=CC=C1C(=O)N1CCC(CC1)CCCCNC(=O)C1=CC=2C=NC=CC2N1